(3S,4S) or (3R,4R)-7-(4-(4-((Tert-butyldiphenylsilyl)oxy)tetrahydrofuran-3-yl)piperazin-1-yl)-6-methylquinazolin-2-amine [Si](C1=CC=CC=C1)(C1=CC=CC=C1)(C(C)(C)C)O[C@H]1[C@H](COC1)N1CCN(CC1)C1=C(C=C2C=NC(=NC2=C1)N)C |o1:18,19|